(5S,7S)-7-fluoro-5-(3-fluorophenyl)-2-[(1R,2R)-2-fluorocyclopropyl]sulfonyl-6,7-dihydro-5H-pyrrolo[1,2-b][1,2,4]triazole F[C@H]1C[C@H](N2N=C(N=C21)S(=O)(=O)[C@H]2[C@@H](C2)F)C2=CC(=CC=C2)F